NC1=C(SC2=NC(=CC(=C21)C(C)(C)C)C=2C=NC(=NC2)N)[S@](=O)C2CCC2 5-{3-amino-4-tert-butyl-2-[(R)-cyclobutanesulfinyl]thieno[2,3-b]pyridin-6-yl}pyrimidin-2-amine